C(C)OC(C)=O.CC(CC(C)=O)C 4-methyl-2-pentanone ethyl-acetate